C1(CCC1)N1C(=NC2=C1C=CC=C2)C=2N(C(C(=C(N2)C(=O)O)OCC)=O)C 2-(1-cyclobutyl-1H-1,3-benzodiazol-2-yl)-5-ethoxy-1-methyl-6-oxo-1,6-dihydropyrimidine-4-carboxylic acid